C1(CC1)C(=O)N1CCC(CC1)N1N=CC(=C1)NC1=NC=C(C(=N1)C1=CC(=C(C=C1)O)F)C Cyclopropyl(4-(4-((4-(3-fluoro-4-hydroxyphenyl)-5-methylpyrimidin-2-yl)amino)-1H-pyrazol-1-yl)piperidin-1-yl)methanone